N-(2-chlorophenyl)-4-((2-((4-((1-(2-(4-(4-(2,6-dioxopiperidin-3-yl)phenyl)piperazin-1-yl)ethyl)azetidin-3-yl)carbamoyl)phenyl)amino)-5-fluoropyrimidin-4-yl)amino)benzamide ClC1=C(C=CC=C1)NC(C1=CC=C(C=C1)NC1=NC(=NC=C1F)NC1=CC=C(C=C1)C(NC1CN(C1)CCN1CCN(CC1)C1=CC=C(C=C1)C1C(NC(CC1)=O)=O)=O)=O